C(CCCCCC)NC(=O)OC[C@@H]1[C@H]([C@@H]([C@H]([C@@H](OC)O1)O)O)O methyl 6-O-(N-heptylcarbamoyl)-α-D-glucopyranoside